2-bromo-6-(3-methyl-1H-pyrazol-1-yl)-pyridine BrC1=NC(=CC=C1)N1N=C(C=C1)C